CN(CCN1N=CC(=C1)C1=C2C=C(N=CC2=CC=C1)NC1=C(C=C(C=C1)C(=O)N1CC(C1)OC)OC)C (4-((5-(1-(2-(dimethylamino)ethyl)-1H-pyrazol-4-yl)isoquinolin-3-yl)amino)-3-methoxyphenyl)(3-methoxyazetidin-1-yl)methanone